CC1N(C(N(C1C)C=1C=C2CN(C(C2=CC1)=O)C1C(N(C(CC1)=O)CO)=O)=O)C1=CC=CC=C1 3-(5-(4,5-dimethyl-2-oxo-3-phenylimidazolidin-1-yl)-1-oxoisoindolin-2-yl)-1-(hydroxymethyl)piperidine-2,6-dione